COS(=O)(=O)[O-].CC(C#N)[NH+]1CCOCC1 methylmorpholinioacetonitrile methylsulfate